CC(=O)OCC#CCOC(=O)C butynediol diacetate